2-(3-(3-(6-(1-methyl-1H-pyrazol-4-yl)pyrrolo[1,2-b]pyridazin-4-yl)-3,8-diazabicyclo[3.2.1]octan-8-yl)oxetan-3-yl)acetonitrile CN1N=CC(=C1)C=1C=C2N(N=CC=C2N2CC3CCC(C2)N3C3(COC3)CC#N)C1